FC(C(=O)O)(F)F.C1(CCC1)C1=CN=C(N1)C1=NC=CC(=C1)C=1C=NC=C(C1)S(=O)(=O)C 2'-(5-Cyclobutyl-1H-imidazol-2-yl)-5-(methylsulfonyl)-3,4'-bipyridine trifluoroacetate salt